(Z)-3-(4-Fluorophenyl)-1-(2-hydroxy-4,6-dimethoxyphenyl)prop-2-en-1-one FC1=CC=C(C=C1)\C=C/C(=O)C1=C(C=C(C=C1OC)OC)O